2-(1-(6-((4-cyano-2-fluorobenzyl)oxy)pyridin-2-yl)piperidin-4-ylidene)propionic acid ethyl ester C(C)OC(C(C)=C1CCN(CC1)C1=NC(=CC=C1)OCC1=C(C=C(C=C1)C#N)F)=O